C(CCC)[C@H]1N(S(C2=C(N(C1)C1=CC=CC=C1)C=C(C(=C2)C=2C=C(C(=O)OC)C=CC2O)F)(=O)=O)C methyl (R)-3-(3-butyl-7-fluoro-2-methyl-1,1-dioxido-5-phenyl-2,3,4,5-tetrahydrobenzo[f][1,2,5]thiadiazepin-8-yl)-4-hydroxybenzoate